NC1=NC=CC2=CC=C(C=C12)C=1C=C(C=CC1C)C#C[C@@](C)(O)C1=NOC(=C1)C (R)-4-[3-(1-amino-7-isoquinolinyl)-4-methyl-phenyl]-2-(5-methylisoxazol-3-yl)but-3-yn-2-ol